[Br-].[NH2+]1CCOCC1 Morpholinium bromid